C1C(CC2=CC=CC=C12)NC1=NC=C(C=N1)C=1C(=NN(C1)CC(=O)N1CC2=C(CC1)NN=N2)CN2CCC1=CC=CC=C21 2-(4-{2-[(2,3-dihydro-1H-inden-2-yl)amino]pyrimidin-5-yl}-3-(2,3-dihydro-1H-indol-1-ylmethyl)-1H-pyrazol-1-yl)-1-{1H,4H,5H,6H,7H-[1,2,3]triazolo[4,5-c]pyridin-5-yl}ethan-1-one